O=C1N(C(CC1)=O)C1(CCCCC1)C(=O)[O-] 2,5-Dioxopyrrolidin-1-ylcyclohexanecarboxylate